(6R)-6-benzyloxy-12,12-dimethyl-17-nitro-6,15-bis(trifluoromethyl)-19-oxa-3,4,13,18-tetrazatricyclo[12.3.1.12,5]nonadeca-1(18),2,4,14,16-pentaen-8-ol C(C1=CC=CC=C1)O[C@]1(C2=NN=C(C=3C(=CC(=C(NC(CCCC(C1)O)(C)C)N3)C(F)(F)F)[N+](=O)[O-])O2)C(F)(F)F